C(C)(C)(C)OC(=O)N1CC(C(CC1)C=1C=CC=2N(C1)C(=C(N2)CC)N(C)C=2SC=C(N2)C2=CC=C(C=C2)F)O 4-(2-Ethyl-3-{[4-(4-fluoro-phenyl)-thiazol-2-yl]-methyl-amino}-imidazo[1,2-a]pyridin-6-yl)-3-hydroxy-piperidine-1-carboxylic acid tert-butyl ester